O=C(NCC(=O)N)NCCCCNC(NCC(=O)N)=O 4,11-dioxo-3,5,10,12-tetraazatetradecanediamide